FC=1C(=NC=CC1)C=1CCN(CC1)CC=1C=C2CN(C(C2=CC1)=O)C1C(NC(CC1)=O)=O 3-(5-((3-fluoro-3',6'-dihydro-[2,4'-bipyridyl]-1'(2'H)-yl)methyl)-1-oxoisoindolin-2-yl)piperidine-2,6-dione